FC1=CC=C(C=C1)C=1C=C2N(CCN=C2C2=CC(=C(C(=C2)OC)OC)OC)C1 7-(4-Fluorophenyl)-1-(3,4,5-trimethoxyphenyl)-3,4-dihydropyrrolo[1,2-a]pyrazine